acetoacetoxyglycine C(CC(=O)C)(=O)ONCC(=O)O